thioglycolic acid sodium propanesulfonate C(CC)S(=O)(=O)[O-].[Na+].C(CS)(=O)O